[SiH3]O[SiH2]O[SiH2]O[SiH2]O[SiH2]O[SiH2]O[SiH2]O[SiH2]O[SiH3] nonasiloxane